CC1=CC2C3C(=CC(C2C1)C3)C 4,9-dimethyltricyclo[5.2.1.02,6]deca-3,8-diene